6-fluoropyrido[3,4-d]pyrimidin-4(1H)-one FC1=CC2=C(NC=NC2=O)C=N1